2-(5-((4-(2-Hydroxyethyl)piperazin-1-yl)sulfonyl)-2-propoxyphenyl)-5-methyl-4-oxo-7-propyl-3,4-dihydropyrrolo[2,1-f][1,2,4]triazin-6-carbaldehyd OCCN1CCN(CC1)S(=O)(=O)C=1C=CC(=C(C1)C1=NN2C(C(N1)=O)=C(C(=C2CCC)C=O)C)OCCC